N-((1-acetylpyrrolidin-3-yl)methyl)-2-(2-((3R,4R)-3-amino-4-fluoropiperidin-1-yl)-5,6-difluoro-1H-benzo[d]imidazol-1-yl)-N-ethylacetamide C(C)(=O)N1CC(CC1)CN(C(CN1C(=NC2=C1C=C(C(=C2)F)F)N2C[C@H]([C@@H](CC2)F)N)=O)CC